NC1=CC2=CN(N=C2C=C1C(=O)OC)C1CCN(CC1)C(=O)OC(C)(C)C methyl 5-amino-2-(1-(tert-butoxycarbonyl) piperidin-4-yl)-2H-indazole-6-carboxylate